C1(=CC=CC2=CC=CC=C12)OCCCCCCC(=O)O 7-(naphthalen-1-yloxy)heptanoic acid